p-toluenesulfonyl-sulfinate CC1=CC=C(C=C1)S(=O)(=O)S(=O)[O-]